C(C)(C)[C@H]1N=C([C@@H](N=C1OC)CC1=CC=C(C=2N1C=CN2)C=2C(N(C(N(C2C)C)=O)C)=O)OC 5-(5-(((2S,5R)-5-isopropyl-3,6-dimethoxy-2,5-dihydropyrazin-2-yl)methyl)imidazo[1,2-a]pyridin-8-yl)-1,3,6-trimethylpyrimidine-2,4(1H,3H)-dione